5-bromopicolinic acid BrC=1C=CC(=NC1)C(=O)O